CC1(CC2C3(CCC4(C5=CC(C=C(C5=CC=C4C3(CCC2(CC1)C)C)C)=O)C)C)C(=O)N 2,4a,6a,9,12b,14a-hexamethyl-11-oxo-1,2,3,4,4a,5,6,6a,11,12b,13,14,14a,14b-tetradecahydropicene-2-carboxamide